[S-]C1=[N+](C=CC=C1)[O-] sulfidopyridine N-oxide